FC(C)(F)C1=NC(=CC(=N1)N1N=C(C=2C=NC(=CC21)NC(C)=O)N2CC(CC2)OC(C)C)C N-(1-(2-(1,1-difluoroethyl)-6-methylpyrimidin-4-yl)-3-(3-isopropoxypyrrolidin-1-yl)-1H-pyrazolo[4,3-c]pyridin-6-yl)acetamide